C1(CC1)N(C(OC(C)(C)C)=O)C1CCN(CC1)C1=C2C=CC(=NC2=C(C=C1)C(NC=1C=C(C=2N(N1)C=C(N2)C)C)=O)OC tert-butyl N-cyclopropyl-N-[1-[8-[(2,8-dimethylimidazo[1,2-b]pyridazin-6-yl)carbamoyl]-2-methoxy-5-quinolyl]-4-piperidyl]carbamate